((1S,3s)-3-(2-((R)-1-aminoethyl)-4,6-difluorophenoxy)cyclobutyl)carbamic acid tert-butyl ester C(C)(C)(C)OC(NC1CC(C1)OC1=C(C=C(C=C1F)F)[C@H](C)N)=O